4-chloro-N-[2-ethyl-4-(4-methylpiperazin-1-yl)phenyl]-5-(trifluoromethyl)pyrimidin-2-amine ClC1=NC(=NC=C1C(F)(F)F)NC1=C(C=C(C=C1)N1CCN(CC1)C)CC